N(C1=CC=CC=C1)C=O Anilinformaldehyde